(1-methylpyrrolidin-2-yl)methanamine CN1C(CCC1)CN